(2R,5S)-2-(hydroxymethyl)-5-methylpiperazine-1,4-dicarboxylic acid di-tert-butyl ester C(C)(C)(C)OC(=O)N1[C@H](CN([C@H](C1)C)C(=O)OC(C)(C)C)CO